COC1=C(C=CC(=C1)NC2=NC=CC(=N2)NC3=CC4=CC=CC=C4N=C3)N5CCOCC5 The molecule is a member of the class of aminopyrimidines that is pyrimidine-2,4-diamine substituted at positions N-2 and N-4 by 3-methoxy-4-(morpholin-4-yl)phenyl and quinolin-3-yl groups respectively. It has a role as an insulin-like growth factor receptor 1 antagonist. It is a member of morpholines, a monomethoxybenzene, an aminoquinoline, an aminopyrimidine, a tertiary amino compound and a secondary amino compound.